(20R)-23-amino-17-fluoro-20-methyl-21-oxa-4,6,9,12,24-pentaazapentacyclo[20.3.1.02,6.08,13.014,19]hexacosa-1(25),2,4,8(13),9,11,14,16,18,22(26),23-undecaene-3-carbonitrile NC=1C=2O[C@@H](C3=CC(=CC=C3C=3N=CC=NC3CN3C=NC(=C3C(=CN1)C2)C#N)F)C